N-((7-fluoro-6-(thiazol-4-ylmethoxy)-1H-indol-2-yl)methyl)-1-methylcyclopropane-1-carboxamide FC=1C(=CC=C2C=C(NC12)CNC(=O)C1(CC1)C)OCC=1N=CSC1